C(CCC)OC1=C(C=CC=C1F)C1=C(C(=CC=C1)F)F butoxy-2',3',3-trifluoro-[1,1'-biphenyl]